(S)-N-(6-cyclopropyl-1-methyl-1H-indazol-5-yl)-6-(3-hydroxypyrrolidin-1-yl)pyridinecarboxamide C1(CC1)C1=C(C=C2C=NN(C2=C1)C)NC(=O)C1=NC(=CC=C1)N1C[C@H](CC1)O